tetrazolium acetate salt C(C)(=O)[O-].[NH+]=1NN=NC1